OC1CN(C(CN(C1)C(=O)OC(C)(C)C)=O)CC1=CC=C(C=C1)OC tert-butyl 6-hydroxy-4-[(4-methoxyphenyl)methyl]-3-oxo-1,4-diazepane-1-carboxylate